ClC=1C=CC(=NC1)N1CC2(CC1=O)CCN(CC2)C(=O)OC(C)(C)C tert-butyl 2-(5-chloropyridin-2-yl)-3-oxo-2,8-diazaspiro[4.5]decane-8-carboxylate